CCCC(C\C=C\CC)O (E)-non-6-en-4-ol